O(C1=CC=CC=C1)C1=CC=C2C=C(N=CC2=C1)C(=O)[O-] 7-phenoxy-3-isoquinolinecarboxylate